3-(6-(2-hydroxy-2-methylpropyloxy)-5-methylpyridin-3-yl)-3-(5-(2-(5,6,7,8-tetrahydro-1,8-naphthyridin-2-yl)ethoxy)-1H-indazol-1-yl)propionic acid OC(COC1=C(C=C(C=N1)C(CC(=O)O)N1N=CC2=CC(=CC=C12)OCCC1=NC=2NCCCC2C=C1)C)(C)C